tricyclo[5.2.1.02,6]decanemethanol diacrylate C(C=C)(=O)O.C(C=C)(=O)O.C12(C3CCCC3C(CC1)C2)CO